CN1N=CC(=C1)[C@@H]1[C@H](C1)C=1C(N(C=CC1)C1=CC(=NC=C1)C1=CC=NC=C1)=O ((1S,2S)-2-(1-methyl-1H-pyrazol-4-yl)cyclopropyl)-2H-[1,4':2',4''-terpyridin]-2-one